Cl.FC(C1=CC=C(OCC2=NC=CC(=C2)C2=CC(=C(C(=O)N)C=C2)C)C=C1)(F)F 4-{2-[4-(trifluoromethyl)phenoxymethyl]pyridin-4-yl}-2-methylbenzamide hydrochloride